2-[1-[2-[[(3,5-difluorophenyl)amino]carbonyl]hydrazinylidene]ethyl]-3-pyridinecarboxylic acid FC=1C=C(C=C(C1)F)NC(=O)NN=C(C)C1=NC=CC=C1C(=O)O